BrC=1C(=C(C=CC1)CO)SC (3-bromo-2-(methylthio)phenyl)methanol